(3S,4R)-1-(4-(8-((2R,3S)-3-(ethylsulfonylmethyl)-2-methylazetidin-1-yl)-5-isopropyl-2,7-naphthyridin-3-ylamino)pyrimidin-2-yl)-3-fluoro-4-methylpiperidin-4-ol C(C)S(=O)(=O)C[C@@H]1[C@H](N(C1)C=1N=CC(=C2C=C(N=CC12)NC1=NC(=NC=C1)N1C[C@@H]([C@@](CC1)(O)C)F)C(C)C)C